C(C=C)N(CCCCOC1=CC2=C(C(=NS2)C2=CC=C(C=C2)Br)C=C1)C N-allyl-4-(3-(4-bromophenyl)benzo[d]isothiazol-6-yloxy)-N-methylbutan-1-amine